C1(CC1)CNC=1N=CC2=C(N(C(C=3C=C(C=CC23)CN2CCN(CC2)C2COC2)=O)C2CCC(CC2)(C)O)N1 trans-3-((Cyclopropylmethyl)amino)-5-(4-hydroxy-4-methylcyclohexyl)-8-((4-(oxetan-3-yl)piperazin-1-yl)methyl)pyrimido[4,5-c]isoquinolin-6(5H)-one